1-Nonyl-2-propylpyrrolium triflate [O-]S(=O)(=O)C(F)(F)F.C(CCCCCCCC)[NH+]1C(=CC=C1)CCC